2-(((5-bromopyrimidine-2-yl)oxy)ethoxy)ethan-1-ol BrC=1C=NC(=NC1)OCCOCCO